N1=CC(=CC=C1)N1C2=CC=C(C=C2C=2C=C(C=CC12)B1OC(C(O1)(C)C)(C)C)B1OC(C(O1)(C)C)(C)C 9-(pyridin-3-yl)-3,6-bis(4,4,5,5-tetramethyl-1,3,2-dioxaborolan-2-yl)-9H-carbazole